(S)-1-(2-chlorofuro[3,2-d]pyrimidin-4-yl)pyrrolidine-2-carboxamide ClC=1N=C(C2=C(N1)C=CO2)N2[C@@H](CCC2)C(=O)N